Methyl (S)-2-[(S)-4-methyl-2-(o-nitrophenylsulfonylamino)valerylamino]-4-methylvalerate CC(C[C@@H](C(=O)N[C@H](C(=O)OC)CC(C)C)NS(=O)(=O)C1=C(C=CC=C1)[N+](=O)[O-])C